N=1C=NN2C=NC3=C(C21)SC2=C3C=CC=N2 pyrido[3',2':4,5]thieno[2,3-e][1,2,4]triazolo[1,5-c]pyrimidine